2-Methyl-3-(1-((4-methyl-7-(methylamino)-6-(4-methylpiperazine-1-carbonyl)phthalazin-1-yl)amino)ethyl)benzonitrile CC1=C(C#N)C=CC=C1C(C)NC1=NN=C(C2=CC(=C(C=C12)NC)C(=O)N1CCN(CC1)C)C